C(C1=CC=CC=C1)N(C1=NN(C2=C1C=NC(=C2)Cl)C2=NC(=NC(=C2)C)C(C)(F)F)CC N-benzyl-6-chloro-1-(2-(1,1-difluoroethyl)-6-methylpyrimidin-4-yl)-N-ethyl-1H-pyrazolo[4,3-c]pyridin-3-amine